C(#N)C1=NC=C(C=C1)B(O)O 2-cyanopyridine-5-boronic Acid